vinyl-1,4-dimethyl-3,6-dioxepinyl ether C(=C)C1=C(OC(C(=CO1)C)OC1C(=COC(=C(O1)C)C=C)C)C